acetylthioglycolic acid C(C)(=O)C(C(=O)O)S